di-isodecyl-amine C(CCCCCCC(C)C)NCCCCCCCC(C)C